5H-imidazo[1,5-a]pyrazine-1-carboxamide C1(=NCN2C1=CN=CC2)C(=O)N